aminoethylaminopropyl-silanetriol NCCNCCC[Si](O)(O)O